tert-butyl (2-bromobenzyl)(methyl)carbamate BrC1=C(CN(C(OC(C)(C)C)=O)C)C=CC=C1